C(C1=CC(=C(C(=C1)C(C)(C)C)O)C(C)(C)C)C1=CC(=C(C(=C1)C(C)(C)C)O)C(C)(C)C 4,4'-methylenebis(2,6-di-{t-butyl}phenol)